Cl.N1(N=CC2=CC=CC=C12)C=1C(=NC=CC1)[C@H](CC1=CC=CC(=N1)CCO)N (S)-2-(6-{2-[3-(1H-Indazol-1-yl)pyridine-2-yl]-2-aminoethyl}-pyridine-2-yl)ethan-1-ol hydrochloride